ClC=1C=C(C=CC1)C1CCN(CC1)C(C(C1=CC=CC=C1)N1C(CCC1=O)=O)=O 1-(2-(4-(3-chlorophenyl)piperidin-1-yl)-2-oxo-1-phenylethyl)pyrrolidine-2,5-dione